FC1=CC=C(C=C1)C1=C(N=C(C2=CC(=CC=C12)O)CCC(=O)O)C1CCOCC1 3-[4-(4-fluorophenyl)-7-hydroxy-3-tetrahydropyran-4-yl-1-isoquinolyl]propanoic acid